3,4-diamino-N-isopropylquinoline NC=1CN(C2=CC=CC=C2C1N)C(C)C